N1(C=NC=C1)C(=O)OCC1=NN(C(=C1)C)C1CCC1 (1-cyclobutyl-5-methyl-pyrazol-3-yl)methyl imidazole-1-carboxylate